C(C)N1N=CC=C1CCO 2-(1-ethyl-1H-pyrazol-5-yl)ethan-1-ol